1H-benzo[d][1,2,3]triazol-1-yl (1,3-dioxoisoindolin-2-yl)(3-guanidinopropyl)carbamate O=C1N(C(C2=CC=CC=C12)=O)N(C(ON1N=NC2=C1C=CC=C2)=O)CCCNC(=N)N